2-(4-((tert-butyldimethylsilyl)ethynyl)-5-methyl-2H-1,2,3-triazol-2-yl)ethan-1-amine [Si](C)(C)(C(C)(C)C)C#CC1=NN(N=C1C)CCN